COC(C1=NC=CC=C1CN(CCOCCO)CCOCCOCCNCC)=O ((1,4,10,13-tetraoxa-7,16-diaza-octadeca-7-yl)methyl)picolinic acid methyl ester